C(C)C(C(/C=C/C(=O)O)(C)C)(C(=O)O)CC diethyl-(E)-3,3-dimethyl-1-butene-1,4-dicarboxylic acid